2-ethyl-4-phenyl-1,3,5-triazine C(C)C1=NC=NC(=N1)C1=CC=CC=C1